tert-butyl 4-[(3S)-1-[1-(2,6-dioxo-3-piperidyl)-3-methyl-2-oxo-benzimidazol-5-yl]pyrrolidin-3-yl]piperidine-1-carboxylate O=C1NC(CCC1N1C(N(C2=C1C=CC(=C2)N2C[C@@H](CC2)C2CCN(CC2)C(=O)OC(C)(C)C)C)=O)=O